(E)-4-amino-N-((3-chloroallyl)oxy)-1-methyl-N-((6-(trifluoromethyl)pyridin-3-yl)methyl)-1H-pyrazolo[4,3-c]quinoline-8-carboxamide NC1=NC=2C=CC(=CC2C2=C1C=NN2C)C(=O)N(CC=2C=NC(=CC2)C(F)(F)F)OC\C=C\Cl